FC(C(=O)O)(F)F.ClC1=CC(=C(COC2=NC=C(C(=N2)N2CCC3(CC3C3=NC4=C(N3CC=3N=COC3)C=C(C=C4)C(=O)O)CC2)F)C=C1)F 2-(6-{2-[(4-chloro-2-fluorobenzyl)oxy]-5-fluoropyrimidin-4-yl}-6-azaspiro[2.5]oct-1-yl)-1-(1,3-oxazol-4-ylmethyl)-1H-benzimidazole-6-carboxylic acid, trifluoroacetate salt